FC1CCOC2=C(S1)C=C(C=C2F)C(=O)O 4,9-difluoro-3,4-dihydro-2H-1,5-benzoxathiepine-7-carboxylic acid